cis-3-allyloxy-4-methoxypyrrolidine C(C=C)O[C@@H]1CNC[C@@H]1OC